(1R,4s)-4-(8-(2-chloro-6-fluorophenylamino)-2-((S)-1-hydroxybutan-2-ylamino)-9H-purin-9-yl)cyclohexanecarboxamide ClC1=C(C(=CC=C1)F)NC=1N(C2=NC(=NC=C2N1)N[C@H](CO)CC)C1CCC(CC1)C(=O)N